C(C1=CC=CC=C1)OC=1C(=NC(=NC1)C=1C(=NC=CC1)C(C)C)NCC1=CC=C(C=C1)C=1N(C=C(N1)C(F)(F)F)C (benzyloxy)-N-([4-[1-methyl-4-(trifluoromethyl)-1H-imidazol-2-yl]phenyl]methyl)-2-[2-(propan-2-yl)pyridin-3-yl]pyrimidin-4-amine